2,2-dimethyloxacycloheptan-4-one CC1(OCCCC(C1)=O)C